CCC(C)NC1=CC=C(C=C1)NC(C)CC N,N'-Di-sec-butyl-P-phenylenediamine